IC1=C(C=CC=C1)N(C(OC(C)(C)C)=O)CC1=CC=C(C=C1)C(F)(F)F Tert-butyl (2-iodophenyl)(4-(trifluoromethyl)benzyl)carbamate